C(C)N1C(C(C2=CC(=CC=C12)C)(CC1=C2C=NN(C2=CC=C1)C)NC(N(C)C)=O)=O 3-(1-ethyl-5-methyl-3-((1-methyl-1H-indazol-4-yl)methyl)-2-oxoindolin-3-yl)-1,1-dimethylurea